2-(4-chlorophenyl)morpholine ClC1=CC=C(C=C1)C1CNCCO1